(Z)-N-(3-(1-cyano-2-(5-cyano-2-methoxyphenyl)vinyl)-1H-indol-5-yl)-2-(methylamino)benzamide C(#N)\C(=C/C1=C(C=CC(=C1)C#N)OC)\C1=CNC2=CC=C(C=C12)NC(C1=C(C=CC=C1)NC)=O